6-((2-ethyl-4'-(1,1,1,3,3,3-hexafluoro-2-hydroxypropan-2-yl)-[1,1'-biphenyl]-4-yl)methyl)-2-thia-6-azaspiro[3.4]octane 2,2-dioxide C(C)C1=C(C=CC(=C1)CN1CC2(CS(C2)(=O)=O)CC1)C1=CC=C(C=C1)C(C(F)(F)F)(C(F)(F)F)O